(3-((4-fluorobenzyl)oxy)benzyl)-1-methylpiperidin-4-amine FC1=CC=C(COC=2C=C(CC3N(CCC(C3)N)C)C=CC2)C=C1